ethyl 2-(4,7-dichloro-6-(4-morpholinophenyl)-2H-indazol-2-yl)-2-(6,7-dihydro-5H-pyrrolo[1,2-c]imidazol-1-yl)acetate ClC=1C2=CN(N=C2C(=C(C1)C1=CC=C(C=C1)N1CCOCC1)Cl)C(C(=O)OCC)C1=C2N(C=N1)CCC2